2,6-diphenylphenyl disulfide C1(=CC=CC=C1)C1=C(C(=CC=C1)C1=CC=CC=C1)SSC1=C(C=CC=C1C1=CC=CC=C1)C1=CC=CC=C1